5,5,5-trifluoro-2-methyl-1-pentene-3-yn FC(C#CC(=C)C)(F)F